2-(((S)-1-(((S)-1,1-bis(4-ethoxyphenyl)propan-2-yl)amino)-4-methyl-1-oxopentan-2-yl)carbamoyl)-4-methoxypyridin-3-yl isobutyl carbonate C(OC=1C(=NC=CC1OC)C(N[C@H](C(=O)N[C@H](C(C1=CC=C(C=C1)OCC)C1=CC=C(C=C1)OCC)C)CC(C)C)=O)(OCC(C)C)=O